CC1=CC=C(C=C1)[C@@H](C)NC(=O)C1CCN(CC1)C(=O)C1=NNC(=C1)C1=CC=NC=C1 N-[(1R)-1-(4-methylphenyl)ethyl]-1-[5-(pyridin-4-yl)-1H-pyrazole-3-carbonyl]piperidine-4-carboxamide